ClC1=NC(=CC(=C1)C1=C(C(=O)NNC(=S)NC)C=C(C=C1)F)Cl [[2-(2,6-dichloropyridin-4-yl)-5-fluoro-benzoyl]amino]-3-methyl-thiourea